BrC1=CC=C2C(=NNC2=C1)C(=O)O 6-bromo-1H-Indazole-3-carboxylic acid